(R)-4-(2-((tert-butyldimethylsilyl)oxy)ethoxy)butan-2-ol [Si](C)(C)(C(C)(C)C)OCCOCC[C@@H](C)O